N-nitroso-N-(1-naphthyl)hydroxylamine ammonium salt [NH4+].N(=O)N(O)C1=CC=CC2=CC=CC=C12